OCC1[N+](CCCC1)(C)CC(=O)[O-] 2-(2-(hydroxymethyl)-1-methylpiperidinium-1-yl)acetate